N,N-bis(6-hydroxyhexyl)-p-xylylenediamine OCCCCCCN(CC1=CC=C(C=C1)CN)CCCCCCO